lactoic acid C(C(O)C)(=O)O